(R)-1-(4-(3,4-dichlorophenyl)-5-(isopropylthio)thiazol-2-yl)-3-methyl-4-(2-methyl-6-((tetrahydrofuran-3-yl)oxy)pyridin-4-yl)-1H-pyrazole-5-carboxylic acid ClC=1C=C(C=CC1Cl)C=1N=C(SC1SC(C)C)N1N=C(C(=C1C(=O)O)C1=CC(=NC(=C1)O[C@H]1COCC1)C)C